2-(2-(tert-butyl)pyrimidin-5-yl)-4-oxo-4H-pyrido[1,2-a]pyrimidine-3-carbonitrile C(C)(C)(C)C1=NC=C(C=N1)C=1N=C2N(C(C1C#N)=O)C=CC=C2